r-triacetin CC(OCC(OC(C)=O)COC(C)=O)=O